ClC1=C(C=C(C=N1)C=1C=NC=2N(C1)N=C(C2)C(F)(F)F)SCC 6-(6-chloro-5-(ethylthio)pyridin-3-yl)-2-(trifluoromethyl)pyrazolo[1,5-a]pyrimidine